ClC=1C=C(C=CC1F)C(=O)C1=NC(=C(C=C1)F)OCC(F)(F)F (3-chloro-4-fluorophenyl)(5-fluoro-6-(2,2,2-trifluoroethoxy)pyridin-2-yl)methanone